C=C1CCC(CC1)C(=O)[O-] 4-methylenecyclohexane-1-carboxylate